N-[[1-methyl-7-[4-(trifluoromethoxy)phenyl]benzimidazol-5-yl]methyl]prop-2-enamide CN1C=NC2=C1C(=CC(=C2)CNC(C=C)=O)C2=CC=C(C=C2)OC(F)(F)F